2-propanol dihydroxide [OH-].[OH-].CC(C)O